(1aR,5aR)-2-(2,4-Difluoro-phenyl)-1a,2,5,5a-tetrahydro-1H-2,3-diaza-cyclopropa[a]pentalene-4-carboxylic acid (5-trifluoromethyl-pyridin-2-yl)-amide FC(C=1C=CC(=NC1)NC(=O)C=1C=2C[C@@H]3[C@H](C2N(N1)C1=C(C=C(C=C1)F)F)C3)(F)F